CN1CC2=C(CC1)N=C(S2)NC(C2=CC(=CC=C2)CNC2=NC=C(C1=C2CCO1)C1=CC(=NC=C1)C)=O N-(5-Methyl-4,5,6,7-tetrahydrothiazolo[5,4-c]pyridin-2-yl)-3-(((7-(2-methylpyridin-4-yl)-2,3-dihydrofuro[3,2-c]pyridin-4-yl)amino)methyl)benzamid